BrC(CCCC(CSCC(=O)OCC)(C)C)C=1C=C(C=CC1)CCC(=O)OCC ethyl 3-(3-(1-bromo-6-((2-ethoxy-2-oxoethyl)thio)-5,5-dimethylhexyl)phenyl)-propanoate